Benzyl (R)-6-(2-amino-3-(6-methoxy-4-methylpyridin-2-yl)propoxy)-3-fluoroquinoline-5-carboxylate bis(2,2,2-trifluoroacetate) FC(C(=O)O)(F)F.FC(C(=O)O)(F)F.N[C@@H](COC1=C(C=2C=C(C=NC2C=C1)F)C(=O)OCC1=CC=CC=C1)CC1=NC(=CC(=C1)C)OC